1,3-Di-O-Valproyl-4,6-Di-O-Benzyl-2-Deoxy-β-D-Glucopyranose C(C(CCC)CCC)(=O)O[C@H]1C[C@@H](OC(C(CCC)CCC)=O)[C@H](OCC2=CC=CC=C2)[C@H](O1)COCC1=CC=CC=C1